krypton fluoride [Kr]F